1-(3,5-difluoro-4-(thiophen-3-yl)phenyl)ethan-1-one FC=1C=C(C=C(C1C1=CSC=C1)F)C(C)=O